2-cyclopropyl-1-p-toluenesulfonyl-1H-pyrrole C1(CC1)C=1N(C=CC1)S(=O)(=O)C1=CC=C(C)C=C1